FC(OC=1C=CC(=NC1)N1CC2C(CC1)N(CC2)C(=O)OC(C)(C)C)(F)F tert-butyl 5-[5-(trifluoromethoxy)-2-pyridyl]-3,3a,4,6,7,7a-hexahydro-2H-pyrrolo[3,2-c]pyridine-1-carboxylate